N-(4-(bicyclo[3.1.0]hexan-3-yloxy)-3-chlorophenyl)-2-(pyrrolidin-1-yl)-5-(2,2,2-trifluoroethyl)thiazole-4-carboxamide C12CC(CC2C1)OC1=C(C=C(C=C1)NC(=O)C=1N=C(SC1CC(F)(F)F)N1CCCC1)Cl